5-methyl-1-(4-(4-(pyridin-4-yl)benzyl)phenyl)-1H-pyrazole-3-carboxamide CC1=CC(=NN1C1=CC=C(C=C1)CC1=CC=C(C=C1)C1=CC=NC=C1)C(=O)N